C(C)N1C[C@@H](CCC1)NC=1OC=2C(=NC(=CC2)C2=C(C#N)C=C(C=C2O)C)N1 [2-[[(3R)-1-Ethyl-3-piperidyl]amino]oxazolo[4,5-b]pyridin-5-yl]-3-hydroxy-5-methyl-benzonitrile